C(CCCC=CCC=CCCCCCCCCCCC)(=O)O eicosa-5,8-dienoic acid